F[C@@H]1[C@@H](C1)NC(N)=O 3-((1r,2s)-2-fluorocyclopropyl)urea